perfluorobutyl-sulfonyl fluoride FC(C(C(C(F)(F)F)(F)F)(F)F)(S(=O)(=O)F)F